NCC1=C(C=NC=C1)OC[C@@H]1N(CC1)C(=O)OC(C)(C)C tert-butyl (2R)-2-([[4-(aminomethyl)pyridin-3-yl]oxy]methyl)azetidine-1-carboxylate